BrC1=CC=CC=2C3=CC=CC=C3CC12 L-1-bromofluorene